ClC(C(C)(C)OC(=O)N1CCC(CC1)([C@@H](C1=C(C=CC=C1)C(F)(F)F)SC1=NC2=CC=CC=C2C=C1)O)(Cl)Cl (R)-4-hydroxy-4-((quinolin-2-ylsulfanyl)(2-(trifluoromethyl)phenyl)methyl)piperidine-1-carboxylic acid 1,1,1-trichloro-2-methylpropan-2-yl ester